(5s,7s)-7-fluoro-2-(4-fluoropyrazol-1-yl)-5-phenyl-6,7-dihydro-5H-pyrrolo[1,2-b][1,2,4]triazole F[C@H]1C[C@H](N2N=C(N=C21)N2N=CC(=C2)F)C2=CC=CC=C2